5-((2-(3-methoxyphenoxy)phenyl)amino)-5-oxopentanoic acid tert-butyl ester C(C)(C)(C)OC(CCCC(=O)NC1=C(C=CC=C1)OC1=CC(=CC=C1)OC)=O